1-(propan-2-yl)-5-[2-(trifluoromethoxy)phenoxy]-1H-1,2,4-triazole CC(C)N1N=CN=C1OC1=C(C=CC=C1)OC(F)(F)F